5-fluoro-indole isonitrile N#[C-].FC=1C=C2C=CNC2=CC1